N-(4-iodophenyl)-4-(4-methoxy-2-oxo-2,3-dihydro-1H-1,3-benzodiazol-1-yl)piperidine-1-carboxamide IC1=CC=C(C=C1)NC(=O)N1CCC(CC1)N1C(NC2=C1C=CC=C2OC)=O